ClC1=C(C(=O)NCC2=CC=C(C=C2)SC)C(=CN=C1)OC1OCCC1 3-chloro-N-[4-(methylthio)benzyl]-5-(tetrahydrofuran-2-yloxy)isonicotinamide